2-[[(1R)-1-[2-(2-Fluorophenyl)-3,6-dimethyl-4-oxo-chromen-8-yl]ethyl]amino]-N-methyl-benzamide FC1=C(C=CC=C1)C=1OC2=C(C=C(C=C2C(C1C)=O)C)[C@@H](C)NC1=C(C(=O)NC)C=CC=C1